CC1=CC(=NC=C1C=1C=NC2=C3C(=NC=C2C1)NC=C3)C(CC)O 1-(4-methyl-5-(7H-pyrrolo[2,3-h][1,6]naphthyridin-3-yl)pyridin-2-yl)propan-1-ol